COC(=O)C=1C(N(C2=NC(=CC=C2C1N)OCC)C1=CC=C(C=C1)N)=O 4-Amino-1-(4-aminophenyl)-7-(ethoxy)-2-oxo-1,2-dihydro-1,8-naphthyridine-3-carboxylic acid methyl ester